FC1(CC1)C(=O)N[C@H](C(=O)N1[C@@H](C[C@H](C1)O)C(=O)NCC1=C(C=CC=C1)O)C(C)(C)C (2S,4R)-1-((S)-2-(1-fluorocyclopropanecarboxamido)-3,3-dimethylbutanoyl)-4-hydroxy-N-(2-hydroxybenzyl)pyrrolidine-2-carboxamide